BrC1=C(O[C@@H]2[C@H](N(CC2)C(=O)N2C[C@@H]3[C@@H](OCC(N3)=O)CC2)C)C=C(C=C1)C(F)(F)F |r| rac-(4aR,8aS)-6-[rac-(2R,3S)-3-[2-bromo-5-(trifluoromethyl)phenoxy]-2-methyl-pyrrolidine-1-carbonyl]-4,4a,5,7,8,8a-hexahydropyrido[4,3-b][1,4]oxazin-3-one